(3,5-dichloro-2,4,6-trimeth-ylphenyl)bis-(perfluoro-phenyl)borane ClC=1C(=C(C(=C(C1C)Cl)C)B(C1=C(C(=C(C(=C1F)F)F)F)F)C1=C(C(=C(C(=C1F)F)F)F)F)C